2-(1-(3-methylbenzenesulfonyl)azetidine-3-carboxamido)pentanoic acid CC=1C=C(C=CC1)S(=O)(=O)N1CC(C1)C(=O)NC(C(=O)O)CCC